(2,4,4-trimethyl)hexane CC(C)CC(CC)(C)C